C(C)(C)(C)OC(=O)NCC1=CC(=C(C(=C1)C)NC(=O)C1=CC2=C(OCCC3=C2SC=C3)C=C1C=1C(=NC(=CC1)C(NCCC)=O)C(=O)OC)Cl methyl 3-(9-((4-(((tert-butoxycarbonyl)amino)methyl)-2-chloro-6-methylphenyl)carbamoyl)-4,5-dihydrobenzo[b]thieno[2,3-d]oxepin-8-yl)-6-(propylcarbamoyl)picolinate